2-[2-(3-methylsulfonyl-ureido)-ethoxyl-phenyl]-N-methyl-benzamide CS(=O)(=O)NC(NCCOC1=C(C=CC=C1)C1=C(C(=O)NC)C=CC=C1)=O